diethyl (2-bromo-4-nitrophenyl)malonate BrC1=C(C=CC(=C1)[N+](=O)[O-])C(C(=O)OCC)C(=O)OCC